(benzene-1,3,5-triyl)triacetonitrile C1(=CC(=CC(=C1)CC#N)CC#N)CC#N